C=CCCCCCCCCCCCCCCCCC 1-nonadecene